C(C)(C)(C)OC(=O)N1[C@H]2CN(C[C@@H]1CC2)C2=NC(=NC1=C(C(=C(C=C21)Cl)Br)F)F (1r,5s)-3-(7-bromo-6-chloro-2,8-difluoroquinazolin-4-yl)-3,8-diazabicyclo[3.2.1]Octane-8-carboxylic acid tert-butyl ester